(R)-N-(cyanomethyl)-5-(2-(2,5-difluorophenyl)pyrrolidin-1-yl)pyrazolo[1,5-a]pyrimidine-3-carboxamide C(#N)CNC(=O)C=1C=NN2C1N=C(C=C2)N2[C@H](CCC2)C2=C(C=CC(=C2)F)F